1-(1-(4-(2,6-dioxopiperidin-3-yl)phenyl)azetidin-3-yl)-3-(4-(trifluoromethoxy)pyridin-2-yl)urea O=C1NC(CCC1C1=CC=C(C=C1)N1CC(C1)NC(=O)NC1=NC=CC(=C1)OC(F)(F)F)=O